diisopropyl-1,2-ethylenediamine C(C)(C)NCCNC(C)C